O1CCN(CC1)C=1C2=C(N=C(N1)NC1=NNC(=C1)C1=CC=CC=C1)C=C(O2)C(=O)N2CCCC2 [4-morpholino-2-[(5-phenyl-1H-pyrazol-3-yl)amino]furo[3,2-d]pyrimidin-6-yl]-pyrrolidin-1-yl-methanone